6,7-dimethoxy-2-(5-methylbenzo[d]isoxazol-3-yl)-4-(4-methylpiperazine-1-carbonyl)isoquinolin-1(2H)-one COC=1C=C2C(=CN(C(C2=CC1OC)=O)C1=NOC2=C1C=C(C=C2)C)C(=O)N2CCN(CC2)C